FC1(CCNCC1C)F 4,4-difluoro-5-methylpiperidin